FCCOCCOC1=CC=C(CCNC2=NC=3N(C(=N2)N)N=C(N3)C=3OC=CC3)C=C1 N5-(4-(2-(2-fluoroethoxy)ethoxy)phenethyl)-2-(furan-2-yl)-[1,2,4]triazolo[1,5-a][1,3,5]triazine-5,7-diamine